sodium aluminum manganate [Mn](=O)(=O)([O-])[O-].[Al+3].[Na+].[Mn](=O)(=O)([O-])[O-]